N,N-Dimethyl-4-(tris(((Z)-dec-4-en-1-yl)oxy)silyl)butan-1-amin CN(CCCC[Si](OCCC\C=C/CCCCC)(OCCC\C=C/CCCCC)OCCC\C=C/CCCCC)C